(E)-4-bromo-2-((1-hydroxy-2-methyl-propylimino)methyl)-phenol BrC1=CC(=C(C=C1)O)/C=N/C(C(C)C)O